N1N=CC2=CC(=CC=C12)C#CC1=NC(=NC=C1)C1=NC(=NC=C1)NCC(=O)N1CCN(CC1)C ((4-((1H-indazol-5-yl)ethynyl)-[2,4'-bipyrimidin]-2'-yl)amino)-1-(4-methylpiperazin-1-yl)ethanone